4-(5-{1-[(6,7-dimethoxy-2-methylquinazolin-4-yl)amino]ethyl}thiophen-2-yl)-N-[2-(dimethylamino)ethyl]benzamide COC=1C=C2C(=NC(=NC2=CC1OC)C)NC(C)C1=CC=C(S1)C1=CC=C(C(=O)NCCN(C)C)C=C1